nonadecyl-trimethylammonium C(CCCCCCCCCCCCCCCCCC)[N+](C)(C)C